CN1C=[N+](C=C1)CCC(C(C(C(F)(F)F)(F)F)(F)F)(F)F 1-methyl-3-(3,3,4,4,5,5,6,6,6-nonafluorohexyl)imidazolium